ClC=1C(=NC=C(C(=O)NC=2SC3=C(N2)C=CC(=C3)C(=O)O)C1)O 2-(5-chloro-6-hydroxynicotinamido)benzo[d]thiazole-6-carboxylic acid